5-(4-(methylsulfonyl)phenyl)-2-(1-(1-(5-vinylpyridin-2-yl)piperidin-4-yl)ethoxy)thiazolo[5,4-b]pyridin CS(=O)(=O)C1=CC=C(C=C1)C1=CC=C2C(=N1)SC(=N2)OC(C)C2CCN(CC2)C2=NC=C(C=C2)C=C